C(=O)O.COC1=CC=C2C=NNC2=C1 6-methoxy-1H-indazole formate